6-acetyl-8-cyclopentyl-5-methyl-2-(5-piperazin-1-yl-pyridin-2-ylamino)-8H-pyrido-[2,3-d]Pyrimidin-7-one C(C)(=O)C1=C(C2=C(N=C(N=C2)NC2=NC=C(C=C2)N2CCNCC2)N(C1=O)C1CCCC1)C